ClC1=NC=C(C(=C1)OC(C)C)C#CC=1C=NN(C1)CCF 2-chloro-5-((1-(2-fluoroethyl)-1H-pyrazol-4-yl)ethynyl)-4-isopropoxypyridine